cerium oxide ruthenium [Ru+3].[O-2].[Ce+3].[O-2].[O-2]